BrCC(=O)C=1C=C(C=2N(N1)C=C(N2)C)C 2-bromo-1-(2,8-dimethylimidazo[1,2-b]pyridazin-6-yl)ethan-1-one